C(C)(C)(C)OC(NOCCNC(CNC(CNC(OCC1=CC=CC=C1)=O)=O)=O)=O ((3,6,9-Trioxo-1-phenyl-2-oxa-4,7,10-triazadodecane-12-yl)oxy)carbamic acid tert-butyl ester